3-methoxymethyl-1-[4-(4-methyl-pyrazol-1-ylmethyl)-benzyl]-1H-pyrazole COCC1=NN(C=C1)CC1=CC=C(C=C1)CN1N=CC(=C1)C